5-(2-(4-Methylpiperazin-1-yl)ethoxy)-N-((1s,4s)-4-((7-morpholino-1,6-naphthyridin-5-yl)oxy)cyclohexyl)pyrimidin-2-amine CN1CCN(CC1)CCOC=1C=NC(=NC1)NC1CCC(CC1)OC1=C2C=CC=NC2=CC(=N1)N1CCOCC1